4-(3-(p-butoxyphenoxy)propyl)morpholine C(CCC)OC1=CC=C(OCCCN2CCOCC2)C=C1